2-ethylpropane-1,3-diol C(C)C(CO)CO